NC=1C=CC(=C(C1)C=1C2=C(C(N(C1)C)=O)C=C(S2)C(=O)OC)OC2=C(C=C(C=C2)F)F methyl 7-(5-amino-2-(2,4-difluorophenoxy) phenyl)-5-methyl-4-oxo-4,5-dihydrothieno[3,2-c]pyridine-2-carboxylate